N1=NN=C2C(N=CC=C21)=O Triazolo[4,5-c]Pyridin-4-one